antimony oxide stibium [Sb].[Sb]=O